C(C1=CC=CC=C1)OCC1=NN(C(N1CC)=O)C=1C=C2C(=CC(=[N+](C2=CC1F)[O-])C1=C(C=CC=C1)C)C(C)C 6-(3-((benzyloxy)methyl)-4-ethyl-5-oxo-4,5-dihydro-1H-1,2,4-triazol-1-yl)-7-fluoro-4-isopropyl-2-(o-tolyl)quinoline 1-oxide